hydroxyazobenzoic acid ON=NC1=C(C(=O)O)C=CC=C1